N-[4-chloro-2-(3-pyridyl)thiazol-5-yl]-N-ethyl-3-methylthiopropanamide ClC=1N=C(SC1N(C(CCC)=S)CC)C=1C=NC=CC1